3-(bromomethyl)-1-isopropylpyrrolidine hydrobromide Br.BrCC1CN(CC1)C(C)C